FC1=C(C=CC(=C1)OC1=NC=CC=C1)C=1C=C2C=NC=NC2=C(C1)C1CN(CC1)C(C=C)=O 1-(3-(6-(2-fluoro-4-(pyridin-2-yloxy)phenyl)quinazolin-8-yl)pyrrolidin-1-yl)prop-2-en-1-one